C1(=CC=CC=C1)C1(NC2=CC=CC=C2C1=NC1=CC=CC=C1)C1=CC=CC=C1 2,2-diphenyl-3-phenylimino-2,3-dihydroindole